ClC1=C(C(=O)OC)C=CC(=C1)C1=CN=C(O1)NC1=CC(=CC(=C1)C)C methyl 2-chloro-4-(2-((3,5-dimethylphenyl)amino)oxazol-5-yl)benzoate